NC1=C(C=C(C=C1)C(=O)N1CC(C1)OC)Cl (4-amino-3-chlorophenyl)(3-methoxyazetidin-1-yl)methanone